ClCC1=CC(C(C(=O)O)(C=C1)C(=O)O)C(=O)O 4-chloromethyl-1,2-dicarboxybenzoic acid